C=C1C(=C(C(C(C1C(C(C(=O)[O-])=C)=C)=C)C(C)(C)C)O)C(C)(C)C tetrakismethylene(3,5-di-t-butyl-4-hydroxyhydrocinnamate)